CC1=C(OC(C(=O)OC(C)(C)C)(C)C)C(=CC(=C1)\C=C\C(=O)C=1OC2=C(C1C)C=CC(=C2)SC(C)C)C tert-butyl (E)-2-(2,6-dimethyl-4-(3-(3-methyl-6-(isopropylthio)benzofuran-2-yl)-3-oxoprop-1-en-1-yl)phenoxy)-2-methylpropanoate